C(C)(C)(C)OC(=O)NCCN(C(C(=O)OC)=O)C1CCCC1 Methyl 2-((2-((tert-butoxycarbonyl) amino) ethyl) (cyclopentyl) amino)-2-oxoacetate